NC1CCN(CC1)C1=NC(=C2N=CN(C2=N1)CC)NCC1=C(C=CC=C1)N1N=C(C=C1CCC)C(C)(C)O 2-(1-(2-(((2-(4-aminopiperidin-1-yl)-9-ethyl-9H-purin-6-yl)amino)methyl)phenyl)-5-propyl-1H-pyrazol-3-yl)propan-2-ol